C[C@@H]1CN(CCN1C)C1=CC=C(N)C=C1 (R)-4-(3,4-dimethylpiperazin-1-yl)aniline